C1(=CC=CC=C1)N1C2=CC=CC=C2C=2C=C(C=CC12)N(C1=CC(=CC=C1)N(C1=CC=CC=C1)C=1C=CC=2N(C3=CC=CC=C3C2C1)C1=CC=CC=C1)C1=CC=CC=C1 N,N'-bis(9-phenylcarbazol-3-yl)-N,N'-diphenylbenzene-1,3-diamine